CC1=C(C=2C(=NC(=CC2)C)N1)C1=NC=C(C2=C1CNC2=O)NC2=NC=C(C=C2)N2CCN(CC2)C 4-(2,6-dimethyl-1H-pyrrolo[2,3-b]pyridin-3-yl)-7-[[5-(4-methylpiperazin-1-yl)-2-pyridyl]amino]-2,3-dihydropyrrolo[3,4-c]pyridin-1-one